2-chloropyridin-3-ylboronic acid ClC1=NC=CC=C1B(O)O